N-[6-[(1R,2S)-2,3-dihydroxy-1-methyl-propoxy]-2-[(4-fluorophenyl)methylsulfanyl]pyrimidin-4-yl]-3-methyl-azetidine-1-sulfonamide O[C@H]([C@H](OC1=CC(=NC(=N1)SCC1=CC=C(C=C1)F)NS(=O)(=O)N1CC(C1)C)C)CO